CN1CCN(CC1)C1=CC=C(C=C1)C#CC1=CC=C(C=C1)C1=CC(=NO1)CN1C(=NC=C1)[C@H](C)O (S)-1-(1-((5-(4-((4-(4-methylpiperazin-1-yl)phenyl)ethynyl)phenyl)isoxazol-3-yl)methyl)-1H-imidazol-2-yl)ethan-1-ol